[Si](C)(C)(C(C)(C)C)OCCC[C@@]1(N(CCC1=C)C(=O)OC(C)(C)C)C(=O)OCC 1-(t-butyl) 2-ethyl (S)-2-(3-((t-butyldimethylsilyl)oxy)propyl)-3-methylenepyrrolidin-1,2-dicarboxylate